C(CCCCCCC)C(C(=O)O)(CCCC(=O)O)CCCCCCCC.C(CCCCC(=O)OCCCCCCCC)(=O)OCCCCCCCC dioctyl adipate (Di-Octyl Adipate)